tert-butyl (5-(4-(1-cyanocyclopropyl)phenyl)thiazolo[5,4-b]pyridin-2-yl)carbamate C(#N)C1(CC1)C1=CC=C(C=C1)C1=CC=C2C(=N1)SC(=N2)NC(OC(C)(C)C)=O